(8-nitro-1,4-dioxo-1,4-dihydronaphthalen-2-yl)carbamic acid tert-butyl ester C(C)(C)(C)OC(NC=1C(C2=C(C=CC=C2C(C1)=O)[N+](=O)[O-])=O)=O